N-(2-carbamoylpyridin-4-yl)-2-(4,4-difluoroazepan-1-yl)-6,7-difluoroquinoline-3-carboxamide C(N)(=O)C1=NC=CC(=C1)NC(=O)C=1C(=NC2=CC(=C(C=C2C1)F)F)N1CCC(CCC1)(F)F